5-[2-(1,1-difluoroethyl)-1-methyl-1H-imidazol-4-yl]-6-methyl-N-[(3S)-pyrrolidin-3-yl]pyridin-2-amine, dihydrochloride salt Cl.Cl.FC(C)(F)C=1N(C=C(N1)C=1C=CC(=NC1C)N[C@@H]1CNCC1)C